OC(COC=1C=C(C=2N(C1)N=CC2C#N)C=2C=NC(=CC2)N2CC1N(C(C2)C1)CC1=CC=C(C=C1)S(=O)(=O)C)(C)C 6-(2-hydroxy-2-methylpropoxy)-4-(6-(6-(4-(methylsulfonyl)benzyl)-3,6-diazabicyclo[3.1.1]heptan-3-yl)pyridin-3-yl)pyrazolo[1,5-a]pyridine-3-carbonitrile